ClC=1C=C(C=CC1)C1=NN(C2=C1C(NCC2)=O)CC2=CC=C(C=C2)OC 3-(3-chlorophenyl)-1-[(4-methoxyphenyl)methyl]-6,7-dihydro-5H-pyrazolo[4,3-c]pyridin-4-one